COC1=CC=C(C=C1)C(OC[C@@]1(CN(C[C@]1(C)CO)C(CCCCCCCCC(=O)NCCCCCCCCCCCC(=O)NCCCCCCCCCCCC(=O)OC)=O)C)(C1=CC=CC=C1)C1=CC=C(C=C1)OC Racemic-(cis)-Methyl 12-(12-(10-(3-((bis(4-methoxyphenyl)-(phenyl)methoxy)methyl)-4-(hydroxymethyl)-3,4-dimethylpyrrolidin-1-yl)-10-oxodecanamido)dodecanamido)dodecanoate